C(C)S(=O)(=O)C1=C(N=C2N1C=C(C=C2C#N)I)C2=NC=1C(=NC=C(C1)C(F)(F)F)N2C 3-ethylsulfonyl-6-iodo-2-[3-methyl-6-(trifluoromethyl)imidazo[4,5-b]pyridin-2-yl]-imidazo[1,2-a]pyridine-8-carbonitrile